BrC1=CC=C(C=C1)C1(NC(=CC=N1)C1=CC=C(C=C1)C1=CC=CC2=C1OC1=C2C=CC=C1)C1=CC=CC=C1 2-(4-bromophenyl)-6-(4-(dibenzo[b,d]furan-4-yl)phenyl)-2-phenylpyrimidine